COC1=C(C=CC(=C1)CN1CCOCC1)N1C=NC(=C1)NC=1N=CC(=NC1)C#N 5-((1-(2-Methoxy-4-(morpholinomethyl)phenyl)-1H-imidazol-4-yl)amino)pyrazine-2-carbonitrile